C(CCC)C=1OC2=C(N1)C=CC(=C2)SC\C(\CN)=C\F (E)-2-(((2-butylbenzo[d]oxazol-6-yl)thio)methyl)-3-fluoroprop-2-en-1-amine